4-(2,4-difluorophenyl)-7-(2-propanyl)-2-(2-(2-propenoyl)-2,7-diazaspiro[3.5]nonan-7-yl)-5,6,7,8-tetrahydro-1,7-naphthyridine-3-carbonitrile FC1=C(C=CC(=C1)F)C1=C(C(=NC=2CN(CCC12)C(C)C)N1CCC2(CN(C2)C(C=C)=O)CC1)C#N